[Si].C1(CCCCC1)CCCCCC(=O)O 6-cyclohexylhexanoic acid silicon